3-(2,2,2-trifluoroethoxy)-1-oxa-2,8-diazaspiro[4.5]dec-2-ene-8-carboxylic acid tert-butyl ester C(C)(C)(C)OC(=O)N1CCC2(CC(=NO2)OCC(F)(F)F)CC1